1,8-octanediol diacetate C(C)(=O)OCCCCCCCCOC(C)=O